6-(5-(2,6-dimethylpyridin-4-yl)-4-isopropyl-1H-pyrazol-3-yl)-1,2,3,4-tetrahydroisoquinoline CC1=NC(=CC(=C1)C1=C(C(=NN1)C=1C=C2CCNCC2=CC1)C(C)C)C